C1(=CC=CC=C1)[C@H](C)C1(N(CCC1)C(=O)N)C(=O)NC=1SC=CN1 ((S)-1-Phenylethyl)-N2-(thiazol-2-yl)pyrrolidine-1,2-dicarboxamide